C(#N)C(C)(C)C1=NN=C(O1)C1=CC2=C(C(CC(C(N2CC2=CC=C(C=C2)C=2C=NN(C2)C(F)(F)F)=O)NC(OC(C)(C)C)=O)(F)F)C=C1F tert-butyl N-[8-[5-(1-cyano-1-methyl-ethyl)-1,3,4-oxadiazol-2-yl]-5,5,7-trifluoro-2-oxo-1-[[4-[1-(trifluoromethyl)pyrazol-4-yl]phenyl]methyl]-3,4-dihydro-1-benzazepin-3-yl]carbamate